NC1=NC=CC(=C1Cl)SC=1C=2N(C(=NC1)N1CCC3(C(C=4N(N=CC4Cl)C3)N)CC1)C=CN2 1-(8-((2-amino-3-chloropyridin-4-yl)thio)imidazo[1,2-c]pyrimidin-5-yl)-3'-chloro-4'h,6'h-spiro[piperidin-4,5'-pyrrolo[1,2-b]pyrazol]-4'-amine